methyl 4-(2-(4-(benzyloxy)phenoxy)ethyl)piperazine-1-carboxylate C(C1=CC=CC=C1)OC1=CC=C(OCCN2CCN(CC2)C(=O)OC)C=C1